3-Hydrazinopiperidine-1-carboxylic acid tert-butyl ester C(C)(C)(C)OC(=O)N1CC(CCC1)NN